1-(2-chloro-5-(2-(2-methylthiazol-4-yl)ethynyl)-4-pyridinyl)piperidin-4-ol ClC1=NC=C(C(=C1)N1CCC(CC1)O)C#CC=1N=C(SC1)C